C(#N)C=1C=C(OC=2C(=C(C(=CC2)S(=O)(=O)C(F)(F)F)/C=C/C(=O)N)C)C=C(C1)F (E)-3-[3-(3-cyano-5-fluoro-phenoxy)-2-methyl-6-(trifluoromethylsulfonyl)phenyl]prop-2-enamide